BrC=1C=C2C(=C(NC2=CC1)I)CC1(CCC1)CO[Si](C1=CC=CC=C1)(C1=CC=CC=C1)C(C)(C)C 5-bromo-3-((1-(((tert-butyldiphenylsilyl)oxy)methyl)cyclobutyl)methyl)-2-iodo-1H-indole